bis(3-methacryloyloxy-2-hydroxypropyl)ether C(C(=C)C)(=O)OCC(COCC(COC(C(=C)C)=O)O)O